CC1=CC=2N(N=C1N1CC=3C=C(C=NC3CC1)C=1C=CC(=NC1)C#N)C(C=CN2)=O 5-(6-(8-methyl-4-oxo-4H-pyrimido[1,2-b]pyridazin-7-yl)-5,6,7,8-tetrahydro-1,6-naphthyridin-3-yl)picolinonitrile